2-(aminomethyl)-3-(benzyloxy)-6-methyl-1-pentylpyridin-4(1H)-one NCC=1N(C(=CC(C1OCC1=CC=CC=C1)=O)C)CCCCC